C1(=CC=CC=C1)N(C1=C2C=CC=CC2=C(C2=CC=CC=C12)B(O)O)C1=CC=CC=C1 (10-(diphenylamino)anthracen-9-yl)boronic acid